CC1(CCC(CC1)NCC1=CC=C(C=C1)N1C(=NC=2C1=NC(=CC2)C2=CC=CC=C2)C=2C(=NC=CC2)N)C(=O)[O-].[C@@H]2([C@H](O)[C@H](O)[C@@H](C[S+](CC[C@H](N)C(=O)O)C)O2)N2C=NC=1C(N)=NC=NC21 S-5'-Adenosyl-methionine methyl-(1s,4s)-4-((4-(2-(2-aminopyridin-3-yl)-5-phenyl-3H-imidazo[4,5-b]pyridin-3-yl)benzyl)amino)cyclohexane-1-carboxylate